BrC1=C(C(=CC(=C1)C(C)(C)C)C(C)(C)C)OCOC 1-bromo-3,5-di-tert-butyl-2-(methoxymethoxy)benzene